(1R,3r)-3-((R)-3-(1-(1-((R)-1-(2,4-dichlorophenyl)ethyl)-4-methyl-1H-benzo[d][1,2,3]triazol-6-yl)azetidin-3-yl)piperidin-1-yl)-1-methylcyclobutane-1-carboxylic acid methyl ester COC(=O)C1(CC(C1)N1C[C@H](CCC1)C1CN(C1)C=1C=C(C2=C(N(N=N2)[C@H](C)C2=C(C=C(C=C2)Cl)Cl)C1)C)C